(R)-tert-butyl 3-(((3-chloro-6-(methylcarbamoyl)pyridin-2-yl)methoxy)methyl)piperazine-1-carboxylate 4-methylbenzenesulfonate CC1=CC=C(C=C1)S(=O)(=O)O.ClC=1C(=NC(=CC1)C(NC)=O)COC[C@H]1CN(CCN1)C(=O)OC(C)(C)C